ethyltrimethoxysilanol C(C)O[Si](OC)(OC)OC